fluoro sulfonyl-vinyl ether S(=O)(=O)=C=COF